FC(COC(N(C1=NC=CC(=C1)C=1C=NC(=NC1)OC)[C@@H]1CC[C@H](CC1)NC1=NC=C(C(=N1)C1=NNC=C1Cl)C#N)=O)F 2,2-difluoroethyl(trans-4-((4-(4-chloro-1H-pyrazol-3-yl)-5-cyanopyrimidin-2-yl)amino)cyclohexyl)(4-(2-methoxypyrimidin-5-yl)pyridin-2-yl)carbamate